1-(4-(((R)-1-(3-(difluoromethyl)-2-fluorophenyl)ethyl)amino)-7-methoxy-2-(((S)-1-methylpyrrolidin-2-yl)methoxy)pyrido[2,3-d]pyrimidin-6-yl)cyclopropane-1-carbonitrile FC(C=1C(=C(C=CC1)[C@@H](C)NC=1C2=C(N=C(N1)OC[C@H]1N(CCC1)C)N=C(C(=C2)C2(CC2)C#N)OC)F)F